3-morpholino-1-(2,2,2-trifluoroethyl)-1H-pyrazole-4-carbohydrazide O1CCN(CC1)C1=NN(C=C1C(=O)NN)CC(F)(F)F